CC1(C(N=C(N=C1)Cl)Cl)CC1=CC=C(C=C1)OC methyl-2,4-dichloro-5-(4-methoxybenzyl)-5H-pyrimidin